[3H]naphth[2,1-b][1,4]oxazine N=1C2=C(OCC1)C=CC1=CC=CC=C12